N-(5-(3-amino-4-(1-oxo-1,2,3,4-tetrahydroisoquinolin-6-yl)-1H-pyrazol-1-yl)-2-methoxyphenyl)acrylamide NC1=NN(C=C1C=1C=C2CCNC(C2=CC1)=O)C=1C=CC(=C(C1)NC(C=C)=O)OC